(S)-3-(5-(((3R,5S)-1-ethyl-5-methylpiperidin-3-yl)oxy)-1-oxoisoindolin-2-yl)piperidine-2,6-dione C(C)N1C[C@@H](C[C@@H](C1)C)OC=1C=C2CN(C(C2=CC1)=O)[C@@H]1C(NC(CC1)=O)=O